C12CCCCC2CCC1 bicyclo(4.3.0)nonane